7-(1-(dimethylamino)ethyl)-4-(o-tolyl)-2H-chromen-2-one CN(C(C)C1=CC=C2C(=CC(OC2=C1)=O)C1=C(C=CC=C1)C)C